1-cyclopentyl-5-(2,6-dimethoxyphenyl)-N-[(2S)-4-(piperidin-1-yl)-1-(4H-1,2,4-triazol-3-yl)butan-2-yl]-1H-pyrazole-3-carboxamide C1(CCCC1)N1N=C(C=C1C1=C(C=CC=C1OC)OC)C(=O)N[C@H](CC1=NN=CN1)CCN1CCCCC1